4-((1,4-dimethyl-1H-pyrazol-5-yl)methyl)pyridin-2-amine CN1N=CC(=C1CC1=CC(=NC=C1)N)C